FC1=C(C=CC=C1)C1=NN2C(OCC(C2)CN2CCN(CC2)C)=C1C(=O)OCC Ethyl 2-(2-fluorophenyl)-6-[(4-methylpiperazin-1-yl)methyl]-6,7-dihydro-5H-pyrazolo[5,1-b][1,3]oxazine-3-carboxylate